C(=O)O.NC=1C=NC=C(C1C1=CC(=C(C(=O)NC=2C=NC(=C(C2)Cl)N2N=CC=N2)C=C1F)Cl)C#CC 4-(3-amino-5-(prop-1-yn-1-yl)pyridin-4-yl)-2-chloro-N-(5-chloro-6-(2H-1,2,3-triazol-2-yl)pyridin-3-yl)-5-fluorobenzamide formate